BrC1=NN2C(N=C(C=C2)OCC2=CC=C(C=C2)OC)=N1 2-bromo-5-((4-methoxybenzyl)oxy)-[1,2,4]triazolo[1,5-a]pyrimidine